FC=1C=2N(CC[C@H](C1)O)N=C1C2CN([C@@H](C1)C)C(=O)OC(C)(C)C |o1:6| (3R,9R*)-tert-Butyl 11-fluoro-9-hydroxy-3-methyl-3,4,8,9-tetrahydro-1H-pyrido[4',3':3,4]pyrazolo[1,5-a]azepine-2(7H)-carboxylate